3-chlorothiazolo[5,4-c]pyridazine-6(5H)-thione ClC1=CC2=C(N=N1)SC(N2)=S